3-bromo-4-nitrobenzene BrC=1C=CC=CC1[N+](=O)[O-]